N[C@H](CC1CCCCC1)NC([C@H](CC=1SC2=C(N1)C=CC(=C2)Cl)NC2CC2)=O (S)-N-((S)-1-amino-2-cyclohexylethyl)-3-(6-chlorobenzo[d]thiazol-2-yl)-2-cyclopropylaminopropionamide